C(C)N1C2=NC(=NC(=C2N=C1)N1CCOCC1)N1N=C(C(=C1)C1=CC=CC=C1)OC(F)(F)F 4-(9-ethyl-2-(4-phenyl-3-(trifluoromethoxy)-1H-pyrazol-1-yl)-9H-purin-6-yl)morpholine